C1(=CC=CC=C1)OC(=O)C=1C(=NC=2N(C1)C=C(N2)C21COC(C2)(C1)C)OC(C)C.C(#C)C=1SC=C(N1)C(=O)NCCC1=CC=C(C=C1)C1=C2C=CC=NC2=CC=C1 2-ethynyl-N-(4-(quinolin-5-yl)phenethyl)thiazole-4-carboxamide phenyl-7-isopropoxy-2-(1-methyl-2-oxabicyclo[2.1.1]hexan-4-yl)imidazo[1,2-a]pyrimidine-6-carboxylate